1-(7-chloro-quinolin-3-ylmethyl)-3-methoxymethyl-1H-pyrazole-4-carboxylic acid ClC1=CC=C2C=C(C=NC2=C1)CN1N=C(C(=C1)C(=O)O)COC